2-((5-(5-(difluoromethyl)-1,3,4-oxadiazole-2-yl)pyridine-2-yl)methyl)-4,4-dimethyl-7-(1-propylpiperidine-4-yl)isoquinoline-1,3(2H,4H)-dione FC(C1=NN=C(O1)C=1C=CC(=NC1)CN1C(C2=CC(=CC=C2C(C1=O)(C)C)C1CCN(CC1)CCC)=O)F